Butyl (S)-(5-(2-(benzylthio)-5-methylphenoxy)hexyl)(4,4-difluorocyclohexyl)carbamate C(C1=CC=CC=C1)SC1=C(O[C@H](CCCCN(C(OCCCC)=O)C2CCC(CC2)(F)F)C)C=C(C=C1)C